trans-7-amino-6-hydroxy-6,7,8,9-tetrahydro-2,9a-diazabenzo[cd]azulene-1(2H)-one N[C@H]1[C@@H](C=2C3=C(NC(N3CC1)=O)C=CC2)O